C(C)(C)N1C(C2(C3=C1C=NC=1C=CC=CC31)CC2)=O 3'-isopropyl-2'-oxo-2',3'-dihydrospiro[cyclopropane-1,1'-pyrrolo[2,3-c]quinolin]